FC1=C(C=CC(=C1)OCCCCCCCCCCCCCCCC)S(=O)(=O)C=1C=NC2=CC=C(C=C2C1)S(=O)C 3-((2-fluoro-4-(hexadecyloxy)phenyl)sulfonyl)-6-(methylsulfinyl)quinoline